2-((2R,5S)-5-methyl-2-(2-(1-methylazetidin-3-yl)benzo[d]thiazol-5-yl)piperidin-1-yl)-2-oxoacetic acid C[C@H]1CC[C@@H](N(C1)C(C(=O)O)=O)C=1C=CC2=C(N=C(S2)C2CN(C2)C)C1